NC=1N=C(C2=C(N1)C=CN(C2=O)CC2=CC=C(C(=O)O)C=C2)NCCCC 4-((2-amino-4-(butylamino)-5-oxopyrido[4,3-d]pyrimidin-6(5H)-yl)methyl)benzoic acid